1-(2-Fluoro-4-methylphenyl)cyclopropanecarbonyl chloride FC1=C(C=CC(=C1)C)C1(CC1)C(=O)Cl